ClC=1C(=CC(=NC1)NC(NC1CCC(CC1)C(=O)NC)=O)C1=C2N(N=C1)CC(C2)(C)C (1s,4s)-4-(3-(5-chloro-4-(5,5-dimethyl-5,6-dihydro-4H-pyrrolo[1,2-b]pyrazol-3-yl)pyridin-2-yl)ureido)-N-methylcyclohexane-1-carboxamide